3-[1-[2-aminoethyl-(cyclopropyl)amino]-2-fluoro-2-methylpropyl]-2-fluorobenzonitrile TFA salt OC(=O)C(F)(F)F.NCCN(C(C(C)(C)F)C=1C(=C(C#N)C=CC1)F)C1CC1